sodium hypophosphite-hydrate O.[PH2](=O)[O-].[Na+]